6-hydroxy-2-keto-hexanoate OCCCCC(C(=O)[O-])=O